5,10,15,20-tetrakis(p-aminophenyl)porphyrin iron [Fe].NC1=CC=C(C=C1)C=1C2=CC=C(N2)C(=C2C=CC(C(=C3C=CC(=C(C=4C=CC1N4)C4=CC=C(C=C4)N)N3)C3=CC=C(C=C3)N)=N2)C2=CC=C(C=C2)N